2-(3-acetyl-5-(3-cyclopropylureido)-1H-indazol-1-yl)-N-(2-((3-chloro-2-fluorophenylmethyl)amino)-2-oxoethyl)-N-isopropylacetamide C(C)(=O)C1=NN(C2=CC=C(C=C12)NC(=O)NC1CC1)CC(=O)N(C(C)C)CC(=O)NCC1=C(C(=CC=C1)Cl)F